O=C1NC(CCC1N1C(C2=CC=C(C=C2C1=O)OCCCCCI)=O)=O 2-(2,6-dioxopiperidin-3-yl)-5-((5-iodopentyl)oxy)isoindoline-1,3-dione